N-(5-(cinnolin-4-yl)-4-methylpyridin-3-yl)-2-oxo-2-(1-benzylimidazol-2-yl)acetamide N1=NC=C(C2=CC=CC=C12)C=1C(=C(C=NC1)NC(C(C=1N(C=CN1)CC1=CC=CC=C1)=O)=O)C